O1N=CC(=C1)C=1C=C(C=CC1)C(C(=O)N[C@@H]([C@H]1CNC2=C(N1)N=CC=C2)C2=CC=CC=C2)=C (R)-2-(3-(isoxazol-4-yl)phenyl)-N-((R)-phenyl((R)-1,2,3,4-tetrahydropyrido[2,3-b]pyrazin-3-yl)methyl)propenamide